N-[3-[2-(2-carbamoylallyl)-3-oxo-1H-benzo[e]isoindol-8-yl]phenyl]piperidine-4-carboxamide C(N)(=O)C(CN1C(C=2C=CC3=C(C2C1)C=C(C=C3)C=3C=C(C=CC3)NC(=O)C3CCNCC3)=O)=C